(S)-tert-Butyl 4-(6,7-dichloro-1-(2,6-diethylphenyl)-2-oxo-1,2-dihydropyrido[2,3-d]pyrimidin-4-yl)-3-methylpiperazine-1-carboxylate ClC1=CC2=C(N(C(N=C2N2[C@H](CN(CC2)C(=O)OC(C)(C)C)C)=O)C2=C(C=CC=C2CC)CC)N=C1Cl